C=C1C(NC=N1)=O 3,5-dihydro-5-methylene-4H-imidazol-4-one